1-Methyl-2-(6-trifluoromethoxy-benzothiazol-2-ylamino)-1H-benzoimidazole-5-carboxylic acid dimethylcarbamoylmethyl-amide CN(C(=O)CNC(=O)C1=CC2=C(N(C(=N2)NC=2SC3=C(N2)C=CC(=C3)OC(F)(F)F)C)C=C1)C